10-oxo-12-(3-methoxyphenyl)-11-(3-methoxybenzyl)-3,6,9-trioxa-11-aza-dodecyl-N,N-dimethylamine O=C(OCCOCCOCCN(C)C)N(CC1=CC(=CC=C1)OC)CC1=CC(=CC=C1)OC